S1C=NC2=C1C=CC(=C2)NC2=CC=NC1=CC=C(C=C21)C2=C(C=C(C(=O)NCC1COC1)C=C2)F 4-(4-(benzo[d]thiazol-5-ylamino)quinolin-6-yl)-3-fluoro-N-(oxetan-3-ylmethyl)benzamide